OC=1C=C(C=NC1)C=1C=C(C=C(C1)C(F)(F)F)CN1CCN(CC1)C1=CC=C(C(=O)NCCC)C=C1 4-[4-[[3-(5-Hydroxypyridin-3-yl)-5-(trifluoromethyl)phenyl]methyl]piperazin-1-yl]-N-propylbenzamide